NC=1C2=C(N=CN1)N(C=C2C2=C(C=C(C=C2)NC(C(O)C2=CC(=CC=C2)Cl)=O)C)C N-(4-(4-amino-7-methyl-7H-pyrrolo[2,3-d]pyrimidin-5-yl)-3-methylphenyl)-2-(3-chlorophenyl)-2-hydroxyacetamide